C1(CCC1)OC1=CC=C2C(NN=C(C2=C1)CC=1C=CC(=C(C(=O)N2CC3CCC(C2)N3C(=O)OC(C)(C)C)C1)F)=O tert-butyl 3-(5-((7-cyclobutoxy-4-oxo-3,4-dihydrophthalazin-1-yl)methyl)-2-fluorobenzoyl)-3,8-diazabicyclo[3.2.1]octane-8-carboxylate